N=1C=NN2C1C1=C(C(=C2)C2=C(C3=C(N2)SC=C3)C(C)C)CCC1 5-(8,9-Dihydro-7H-cyclopenta[c][1,2,4]triazolo[1,5-a]pyridin-6-yl)-4-isopropyl-6H-thieno[2,3-b]pyrrole